6-(4-isopropyl-3-(5-(1-isopropylpiperidin-4-yl)-4-methylpyridin-2-yl)-1H-pyrazol-5-yl)-8-methoxy-[1,2,4]triazolo[1,5-a]pyridine C(C)(C)C=1C(=NNC1C=1C=C(C=2N(C1)N=CN2)OC)C2=NC=C(C(=C2)C)C2CCN(CC2)C(C)C